20-methyloxacycloicosa-6,9,12,15-tetraen-2-one CC1CCCC=CCC=CCC=CCC=CCCCC(O1)=O